ClC1=C(C(=C(C=C1OC)OC)Cl)C1=CC2=C(N=C(N=C2)SC)C(=N1)NCCN1CC(CC1)N(C)C 6-(2,6-dichloro-3,5-dimethoxyphenyl)-N-(2-(3-(dimethylamino)pyrrolidin-1-yl)ethyl)-2-(methylthio)pyrido[3,4-d]pyrimidine-8-amine